5-nitrobenzylphosphate [N+](=O)([O-])C=1C=CC=C(COP(=O)([O-])[O-])C1